1-(4-methoxy-3-(2,4-dioxotetrahydropyrimidin-1(2H)-yl)benzoyl)piperidine-4-carbaldehyde COC1=C(C=C(C(=O)N2CCC(CC2)C=O)C=C1)N1C(NC(CC1)=O)=O